N1C(=CC=2C=NC=CC21)CN2C(=C1N(C([C@H]2NCC2=CC=CC=C2)=O)CCC12CCCC2)Cl (S)-N-((1H-pyrrolo[3,2-c]pyridin-2-yl)methyl)-3'-(benzylamino)-1'-chloro-4'-oxo-6',7'-dihydro-4'H-spiro[cyclopentane-1,8'-pyrrolo[1,2-a]pyrazin]